FC1(OC(C(C1(F)F)(F)F)(F)F)C(C(C(C(F)(F)F)(F)F)(F)F)(F)F perfluoro(n-butyl-tetrahydrofuran)